C(CCCCCCCCCCCCCCCCCCC)(=O)OCCCC butyl arachidate